4-(5-(4-isopropylphenyl)-1H-pyrazol-3-yl)benzoic acid C(C)(C)C1=CC=C(C=C1)C1=CC(=NN1)C1=CC=C(C(=O)O)C=C1